N-ethyl-α,α,α-trifluoro-N-(2-methylallyl)-2,6-dinitro-p-toluidine C(C)N(C1=C(C=C(C=C1[N+](=O)[O-])C(F)(F)F)[N+](=O)[O-])CC(=C)C